C1(CC1)C=1NC=CN1 cyclopropyl-imidazole